3-(1-(6-methoxy-3,4-dihydro-2H-benzo[b][1,4]oxazin-7-yl)-6-(pyrazolo[1,5-a]pyrimidin-3-yl)-1H-pyrazolo[4,3-c]pyridin-3-yl)-5-((methylamino)methyl)oxazolidin-2-one COC1=CC2=C(OCCN2)C=C1N1N=C(C=2C=NC(=CC21)C=2C=NN1C2N=CC=C1)N1C(OC(C1)CNC)=O